ClC=1C=CC2=C(N(C3=C(CC2)C=CC=C3)CCCCNC/C=C/C(=O)OCCOCC#C)C1 2-Prop-2-ynyloxy-ethyl (E)-4-[4-(3-chloro-10,11-dihydro-5H-dibenzo[b,f]azepin-5-yl)butylamino]but-2-enoate